Methyl-{[1-(5-chloropyridin-2-yl)-5-(5-fluoropyridin-2-yl)-1H-1,2,4-triazol-3-yl]oxy}acetat COC(COC1=NN(C(=N1)C1=NC=C(C=C1)F)C1=NC=C(C=C1)Cl)=O